[Sn]=S tin (II) sulphide